2-[3-[4-(4-quinoxalin-2-ylpyrazol-1-yl)-1-piperidyl]phenyl]ethanol N1=C(C=NC2=CC=CC=C12)C=1C=NN(C1)C1CCN(CC1)C=1C=C(C=CC1)CCO